CC(CCCCCCCCCCCC(CC(=O)NCC(=O)N[C@@H](CO)C(=O)O)OC(CCCCCCCCCCCC(C)C)=O)C N-((15-methyl-3-(13-methyl-tetradecanoyloxy)-hexadecanoyl)-glycyl)-serine